COC1=C(C=C(C=C1)OC)NC(=S)N1CC(CC1)(C=1SC=CN1)C1=CC(=C(C=C1)C)F N-(2,5-dimethoxyphenyl)-3-(3-fluoro-4-methylphenyl)-3-(thiazol-2-yl)pyrrolidine-1-carbothioamide